CC=1N=C(NC1)CNC(C1=CC=CC=C1)=O N-((4-methyl-1H-imidazol-2-yl)methyl)benzamide